C1(CC1)N1C=C(C2=CC=CC=C12)C1=NC(=NC=C1)NC1=C(C=C(C=C1)N1C(C2(C1)CCNCC2)C(=O)O)OC 2-(4-((4-(1-cyclopropyl-1H-indol-3-yl)pyrimidin-2-yl)amino)-3-methoxyphenyl)-2,7-diazaspiro[3.5]nonanoic acid